C(C)C1CN(C2=CC=CC=3C=C(N1C32)C3=NC2=C(N3C)C(=CC(=C2)C=O)F)CCCO [2-[11-ethyl-9-(3-hydroxypropyl)-1,9-diazatricyclo[6.3.1.04,12]dodeca-2,4(12),5,7-tetraen-2-yl]-7-fluoro-1-methyl-benzoimidazol-5-yl]methanone